6-methyl-N-(2-(quinolin-2-yl)ethyl)-2-(trifluoromethyl)thieno[2,3-d]pyrimidin-4-amine CC1=CC2=C(N=C(N=C2NCCC2=NC3=CC=CC=C3C=C2)C(F)(F)F)S1